CNC(C)C1=NC=C(C=C1)C(F)(F)F N-methyl-1-[5-(trifluoromethyl)-2-pyridyl]ethanamine